1-(naphthalen-2-yl)-2-(benzenesulfonyl)ethan-1-amine C1=C(C=CC2=CC=CC=C12)C(CS(=O)(=O)C1=CC=CC=C1)N